C(C=C)(=O)OC(COC(C=C)=O)CCCCCCCCCCCCCCCCCCCCCCC Tricosyl-ethylene glycol diacrylate